N1N=CC2=C(C=CC=C12)C=1N=C(C2=C(N1)C=C(S2)CN2CCN(CC2)S(=O)(=O)C)N2CCOCC2 2-(1H-indazol-4-yl)-6-((4-(methylsulfonyl)piperazin-1-yl)methyl)-4-morpholinothieno[3,2-d]pyrimidine